COC1=CC=C(C=C1)CNC=1C(=NC=C(C1)N1CCOCC1)C(=O)N 3-[(4-methoxyphenyl)methylamino]-5-morpholinopyridine-2-carboxamide